COC(=O)C1=CC=C(C=C1)C1=NC(=C(N=C1C1=CC=C(C=C1)C(=O)OC)C1=CC=C(C=C1)C(=O)OC)C1=CC=C(C=C1)C(=O)OC 2,3,5,6-Tetrakis(4-(methoxycarbonyl)phenyl)pyrazine